5-azidobenzo[d][1,3]dioxole N(=[N+]=[N-])C1=CC2=C(OCO2)C=C1